trans-4-(3,4-difluorophenyl)-5-(iodomethyl)tetrahydrofuran-2-one FC=1C=C(C=CC1F)[C@@H]1CC(O[C@H]1CI)=O